(Cis-3-((4-methoxy-5-(quinoxalin-6-yl)pyrrolo[2,1-f][1,2,4]triazin-2-yl)amino)-1-methylcyclobutyl)carbamic acid COC1=NC(=NN2C1=C(C=C2)C=2C=C1N=CC=NC1=CC2)NC2CC(C2)(C)NC(O)=O